(bromomethyl)-7-chlorobenzo[d][1,3]dioxol BrCC1OC2=C(O1)C(=CC=C2)Cl